F[B-](F)(F)F.C(C)(C)C1=C(C(=CC=C1)C(C)C)N1CN(C=C1)C1=C(C=CC=C1C(C)C)C(C)C 1,3-bis(2,6-diisopropylphenyl)imidazole tetrafluoroborate